7-methyl-2-(2-methyl-1,3-benzoxazol-6-yl)-6-(1-methylpiperidin-4-yl)quinazolin-4(3H)-one CC1=C(C=C2C(NC(=NC2=C1)C1=CC2=C(N=C(O2)C)C=C1)=O)C1CCN(CC1)C